2-(4-bromophenyl)-2-methylpropionic acid BrC1=CC=C(C=C1)C(C(=O)O)(C)C